ClC1=C(C=C(OCC(=O)NC23CC(C2)(C3)C=3OC(=NN3)COC=3C=NC=C(C3)C(F)(F)F)C=C1)F 2-(4-chloro-3-fluorophenoxy)-N-{3-[5-({[5-(trifluoromethyl)pyridin-3-yl]oxy}methyl)-1,3,4-oxadiazol-2-yl]bicyclo[1.1.1]pentan-1-yl}acetamide